N-(4-((4-((4-(2-aminoethyl)phenyl)carbamoyl)phenyl)carbamoyl)benzyl)-N-cyclopropyl-3-oxo-3,4-dihydro-2H-benzo[b][1,4]oxazine-7-carboxamide 2,2,2-trifluoroacetate FC(C(=O)O)(F)F.NCCC1=CC=C(C=C1)NC(=O)C1=CC=C(C=C1)NC(=O)C1=CC=C(CN(C(=O)C=2C=CC3=C(OCC(N3)=O)C2)C2CC2)C=C1